C(C=C)(=O)OCC(=O)OCC(=O)O 2-((2-(acryloyloxy)ethanoyl)oxy)ethanoic acid